O1CCN(C2=C1C=CC=C2)[C@H]2CC[C@H](CC2)N2CCN(CC2)C=2C=C(N=NC2)C(=O)OCC ethyl 5-{4-[cis-4-(3,4-dihydro-2H-1,4-benzoxazin-4-yl)cyclohexyl]piperazin-1-yl}pyridazine-3-carboxylate